N(CC(O)=NO)CC(=O)O iminodiacetic acid oxime